ClC1=C2C=C(NC2=CC=C1Cl)C(=O)N1CC(CCC1)C(=O)N1CCCC1 (4,5-dichloro-1H-indol-2-yl)(3-(pyrrolidine-1-carbonyl)piperidin-1-yl)methanone